[Br-].C(C)(=O)C1=CC(=C(OCCCCCCCCCC[P+](C2=CC=CC=C2)(C2=CC=CC=C2)C2=CC=CC=C2)C=C1)OC (10-(4-acetyl-2-methoxyphenoxy)decyl)triphenylphosphonium bromide